4-(trifluoromethyl)-3-pentanone FC(C(C(CC)=O)C)(F)F